ethyl 1-(3-amino-4-{[(3S,3aR,6S,6aR)-6-methoxyhexahydrofuro[3,2-b]furan-3-yl] oxy} phenyl)-1H-pyrazole-4-carboxylate NC=1C=C(C=CC1O[C@@H]1[C@@H]2[C@H](OC1)[C@H](CO2)OC)N2N=CC(=C2)C(=O)OCC